3-Bromo-2,4-difluoro-6-iodoaniline BrC=1C(=C(N)C(=CC1F)I)F